C(#N)[C@H](C[C@H]1C(NCC1)=O)NC(=O)[C@@H]1[C@H]2C([C@H]2CN1C(=O)C=1NC2=CC(=CC(=C2C1)F)F)(C)C (1R,2S,5S)-N-((S)-1-cyano-2-((S)-2-oxopyrrolidin-3-yl)ethyl)-3-(4,6-difluoro-1H-indole-2-carbonyl)-6,6-dimethyl-3-azabicyclo[3.1.0]hexane-2-carboxamide